CC1=CC(=NC=N1)N1CC2CCC(C1)C2NC2=NN1C([C@@H](CCCC1)C1=C(C(=C(C=C1)F)F)F)=N2 (9S)-N-[3-(6-methylpyrimidin-4-yl)-3-azabicyclo[3.2.1]oct-8-yl]-9-(2,3,4-trifluorophenyl)-6,7,8,9-tetrahydro-5H-[1,2,4]triazolo[1,5-a]azepin-2-amine